(1s,2r)-2-(difluoromethyl)-N-(5-((5-methoxypyridin-2-yl)ethynyl)-8-(methylamino)-2,7-naphthyridin-3-yl)cyclopropane-1-carboxamide FC([C@H]1[C@H](C1)C(=O)NC=1N=CC2=C(N=CC(=C2C1)C#CC1=NC=C(C=C1)OC)NC)F